guaiacolate C1(=C(O)C(=CC=C1)C(=O)[O-])OC